3,3,3-Trifluoroprop-1-en-2-yl 2-methyl-3-(3-phenyl-1H-indazol-1-yl)propanoate CC(C(=O)OC(=C)C(F)(F)F)CN1N=C(C2=CC=CC=C12)C1=CC=CC=C1